NC1=NC=CC(=C1Cl)C1=NNC=2N=C(C=C(C21)O)N2CCC(CC2)(C)N 3-(2-amino-3-chloro-pyridin-4-yl)-6-(4-amino-4-methyl-1-piperidinyl)-1H-pyrazolo[3,4-b]pyridin-4-ol